(1s,3s)-1-(5-bromopyrimidin-2-yl)-3-cyano-3-(fluoromethyl)cyclobutyl 4-methylbenzenesulfonate CC1=CC=C(C=C1)S(=O)(=O)OC1(CC(C1)(CF)C#N)C1=NC=C(C=N1)Br